5-(2-(4-((1-(5-(5-(difluoromethyl)-5H-pyrido[4,3-b]indol-7-yl)-3-(trifluoromethyl)pyridin-2-yl)azetidin-3-yl)oxy)piperidin-1-yl)ethoxy)-2-(2,6-dioxopiperidin-3-yl)isoindoline-1,3-dione FC(N1C2=C(C=3C=CC(=CC13)C=1C=C(C(=NC1)N1CC(C1)OC1CCN(CC1)CCOC=1C=C3C(N(C(C3=CC1)=O)C1C(NC(CC1)=O)=O)=O)C(F)(F)F)C=NC=C2)F